3-chloro-5-(5-(4,4-difluoropiperidine-1-carbonyl)-1H-pyrrolo[2,3-b]pyridin-1-yl)-N-(1,1-dioxidotetrahydro-2H-thiopyran-4-yl)benzamide ClC=1C=C(C(=O)NC2CCS(CC2)(=O)=O)C=C(C1)N1C=CC=2C1=NC=C(C2)C(=O)N2CCC(CC2)(F)F